6-ethyl-8,8-difluoro-6-hydroxy-2-(1-((2-(trimethylsilyl)ethoxy)methyl)-1H-pyrazol-4-yl)-6,7,8,9-tetrahydro-4H-thieno[2,3-c]chromen-4-one C(C)C1(CC(CC=2C3=C(C(OC12)=O)SC(=C3)C=3C=NN(C3)COCC[Si](C)(C)C)(F)F)O